tetrapropylphosphonium hexafluorophosphate F[P-](F)(F)(F)(F)F.C(CC)[P+](CCC)(CCC)CCC